7-cyano-3-fluoro-pyrazolo[1,5-a]-pyridin C(#N)C1=CC=CC=2N1N=CC2F